COC1=CC2=C(N(C(OC2C=C)=O)S(=O)(=O)C2=CC=C(C)C=C2)C=C1 6-methoxy-1-tosyl-4-vinyl-1,4-dihydro-2H-benzo[d][1,3]oxazine-2-one